1-((3-chloro-4-(6-(4-((6-methoxypyridin-3-yl)oxy)piperidin-1-yl)pyridin-3-yl)pyrazolo[1,5-a]pyridin-6-yl)oxy)-2-methylpropan-2-ol ClC=1C=NN2C1C(=CC(=C2)OCC(C)(O)C)C=2C=NC(=CC2)N2CCC(CC2)OC=2C=NC(=CC2)OC